COC(=O)C=1C=C2C(N(C(C2=CC1)=O)C)(C)C.CC1=C(C(NC(=C1)C)=O)CNC(=O)C=1C(=C(N2C=CC=C2C1)C(C)OCC=1SC=CN1)C N-((4,6-dimethyl-2-oxo-1,2-dihydropyridin-3-yl)methyl)-6-methyl-5-(1-(thiazol-2-ylmethoxy)ethyl)indolizine-7-carboxamide methyl-2,3,3-trimethyl-1-oxo-isoindoline-5-carboxylate